N-(3-Dimethylaminopropyl)N'-ethylcarbodiimide hydrochloride Cl.CN(CCCN=C=NCC)C